BrC1=C(C=CC(=C1)SCC(CC)CC)OC 2-Bromo-4-(2-ethylbutylsulfanyl)-1-methoxybenzene